6-(2-amino-5-(3-(azetidin-1-ylmethyl)-4-morpholinophenyl)-6-fluoropyridin-3-yl)-7-fluoro-3,4-dihydroisoquinolin-1(2H)-one NC1=NC(=C(C=C1C=1C=C2CCNC(C2=CC1F)=O)C1=CC(=C(C=C1)N1CCOCC1)CN1CCC1)F